C(CCC=CC=CCCC=CCCCCC)O 4,6,10-hexadecatrienyl alcohol